FC1=CC=C(C=C1)C1=C(N=C(C2=CC3=C(C=C12)C=NN3)OC3CN(C3)C(=O)C3(CC3)O)C3CCOCC3 [3-[[5-(4-fluorophenyl)-6-tetrahydropyran-4-yl-1H-pyrazolo[4,3-g]isoquinolin-8-yl]oxy]azetidin-1-yl]-(1-hydroxycyclopropyl)methanone